N1C=CC=2C1=NC(=CC2)NC2=CC(=NC(=N2)C=2C=NN(C2)C2CC2)N2CC1(C2)CCN(CC1)C(C)=O 1-(2-(6-((1H-pyrrolo[2,3-b]pyridin-6-yl)amino)-2-(1-cyclopropyl-1H-pyrazol-4-yl)pyrimidin-4-yl)-2,7-diazaspiro[3.5]nonan-7-yl)ethan-1-one